methyl 3-(N-(5-chloro-2-(3,3-difluoropiperidin-1-yl) phenyl) sulfamoyl)-4-methoxybenzoate ClC=1C=CC(=C(C1)NS(=O)(=O)C=1C=C(C(=O)OC)C=CC1OC)N1CC(CCC1)(F)F